ClC=1C=CC(=C(C1)C1=CC(=C(N=N1)SCCO)NC1=CC(=NC=C1)NC(=O)C12CC(C1)(C2)CN2CCN(CC2)C2CC2)F N-(4-{[6-(5-chloro-2-fluorophenyl)-3-[(2-hydroxyethyl)sulfanyl]pyridazin-4-yl]amino}pyridin-2-yl)-3-[(4-cyclopropylpiperazin-1-yl)methyl]bicyclo[1.1.1]pentane-1-carboxamide